[Si](C)(C)(C(C)(C)C)OC1CC(C1)C(=O)OC methyl (1R,3R)-3-((tert-butyldimethylsilyl)oxy)cyclobutane-1-carboxylate